FC=1C(=C(C=CC1F)C1C(OC(C1C)(C)C)C(=O)O)OC rac-3-(3,4-difluoro-2-methoxy-phenyl)-4,5,5-trimethyl-tetrahydrofuran-2-carboxylic acid